2-Chloro-N-(4-(4-(trifluoromethyl)-1H-imidazol-2-yl)benzyl)pyrimidine-4,5-diamine ClC1=NC=C(C(=N1)NCC1=CC=C(C=C1)C=1NC=C(N1)C(F)(F)F)N